N4-(1H-Indol-4-yl)-N2-(2-methoxy-4-(4-methylpiperazin-1-yl)phenyl)pyridine-2,4-diamine N1C=CC2=C(C=CC=C12)NC1=CC(=NC=C1)NC1=C(C=C(C=C1)N1CCN(CC1)C)OC